[1,3-bis-(2,4,6-trimethylphenyl)-2-imidazolidinylidene]dichloro(phenylvinylidene)(tricyclohexylphosphine) ruthenium (II) [Ru+2].CC1=C(C(=CC(=C1)C)C)N1C(N(CC1)C1=C(C=C(C=C1C)C)C)=C1C(C(C(CC1)(P(C1CCCCC1)C1CCCCC1)Cl)=C=CC1=CC=CC=C1)Cl